tert-butyl (R)-3-((methyl((S)-5,6,7,8-tetrahydroquinolin-8-yl)amino)methyl)-5-((S)-3-methylmorpholino)-3,4-dihydroisoquinoline-2(1H)-carboxylate CN([C@H]1CCCC=2C=CC=NC12)C[C@@H]1N(CC2=CC=CC(=C2C1)N1[C@H](COCC1)C)C(=O)OC(C)(C)C